3-(difluoromethyl)-5-[2-fluoro-6-(5-fluoro-6-methoxy-pyrimidin-4-yl)oxy-phenyl]isoxazole FC(C1=NOC(=C1)C1=C(C=CC=C1OC1=NC=NC(=C1F)OC)F)F